3-(4-Methylpiperazin-1-yl)-N-((7-(trifluoromethyl)-10H-phenoxazin-3-yl)methyl)acrylamide CN1CCN(CC1)C=CC(=O)NCC=1C=CC=2NC3=CC=C(C=C3OC2C1)C(F)(F)F